CN1CCC(CC1)N(C(=O)SCCCCCCCC)CC=1C=C(C=C(C(=O)O)C1)C(=O)O 5-(((1-methylpiperidin-4-yl)((octylthio)carbonyl)amino)methyl)isophthalic acid